COC1=CC=C(C=C1)COC=1C(=NN(C1)CCC)C 4-[(4-methoxyphenyl)methoxy]-3-methyl-1-propyl-1H-pyrazole